COC(O[C@]1(O[C@H](C[C@@H]1O)N1C2=NC(=NC(=C2N=C1)N)F)C#C)=O Carbonic acid ((2r,3s,5r)-5-(6-amino-2-fluoro-9H-purin-9-yl)-2-ethynyl-3-hydroxytetrahydrofuran-2-yl) methyl ester